6-bromo-2-(5-methyl-1,3,4-thiadiazol-2-yl)indazol BrC=1C=CC2=CN(N=C2C1)C=1SC(=NN1)C